5-(diisopropyloxyphosphoryl)-5-methyl-1-pyrroline-N-oxide C(C)(C)OP(=O)(OC(C)C)C1(CCC=[N+]1[O-])C